N1(CCOCC1)CCC(CSC1=CC=CC=C1)N 4-(morpholin-4-yl)-1-(phenylsulfanyl)butan-2-amine